CN(C1=CC(=CC=C1)N(C)C)C N1,N1,N3,N3-tetramethyl-benzene-1,3-diamine